(6-chloropyridin-2-yl)(4-hydroxy-1-azaspiro[4.4]nonan-1-yl)methanone ClC1=CC=CC(=N1)C(=O)N1CCC(C12CCCC2)O